4-iodo-2-(6-azaspiro[2.5]octan-6-yl)benzohydrazide IC1=CC(=C(C(=O)NN)C=C1)N1CCC2(CC2)CC1